BrCC(=O)C1=CC=C(C=C1)N1CCCC1 2-bromo-1-[4-(pyrrolidin-1-yl)phenyl]ethanone